N-(4-Bromophenyl)-2-(dimethylamino)-3-phenylpropanamide BrC1=CC=C(C=C1)NC(C(CC1=CC=CC=C1)N(C)C)=O